COC1=CC=2C3=C(NC2C=C1)C1CCCN(CC3)C1 11-methoxy-1,4,5,6,7,8-hexahydro-2H-3,7-methanoazonino[5,4-b]indole